β-carboxyethylacrylic acid C(=O)(O)CCC(C(=O)O)=C